1-(4-methoxyphenyl)-1H-benzo[d]imidazol COC1=CC=C(C=C1)N1C=NC2=C1C=CC=C2